pentadecyl-di-n-propyl(3-trimethoxysilylpropyl)ammonium chloride [Cl-].C(CCCCCCCCCCCCCC)[N+](CCC[Si](OC)(OC)OC)(CCC)CCC